ClC=1C=C2C(=CC1)NC(C21CCN(CC1)CCOC=1C=C2CN(C(C2=CC1)=O)C)=O 5-chloro-1'-{2-[(2-methyl-1-oxo-2,3-dihydro-1H-isoindol-5-yl)oxy]ethyl}-1,2-dihydrospiro[indole-3,4'-piperidin]-2-one